Hydroxylstearat OC(C(=O)[O-])CCCCCCCCCCCCCCCC